N-[1-[3-(dimethylamino)phenyl]ethyl]-2-[2-(1-piperidinyl)ethyl]-4-(trifluoromethyl)-5-thiazolecarboxamide CN(C=1C=C(C=CC1)C(C)NC(=O)C1=C(N=C(S1)CCN1CCCCC1)C(F)(F)F)C